C1NCC12CC(C2)CC2=C1CN(C(C1=C(C=C2)C)=O)C 4-(2-azaspiro[3.3]heptan-6-ylmethyl)-2,7-dimethyl-isoindolin-1-one